C(C)(=O)C1=C(C=C(C=C1)Cl)C1=CC([NH+](C=C1OC)[C@H](C(=O)NC1=CC=C(C(=O)OC(C)(C)C)C=C1)CC1=CC=CC=C1)=O tert-butyl (S)-4-(2-(4-(2-acetyl-5-chlorophenyl)-5-methoxy-2-oxopyridinium-1(2H)-yl)-3-phenylpropanamido)benzoate